3-Benzyloxy-4-oxo-1,4-dihydropyridine-2-carboxamide C(C1=CC=CC=C1)OC1=C(NC=CC1=O)C(=O)N